2-chloro-4-methyl-1H-benzo[d]imidazole ClC1=NC2=C(N1)C=CC=C2C